CN1N=CC(=C1)C=1C=C2C=C(C=NC2=CC1)NC(=O)C1CCN(CC1)C(=O)OC(C)(C)C tert-butyl 4-((6-(1-methyl-1H-pyrazol-4-yl)quinolin-3-yl)carbamoyl)piperidine-1-carboxylate